C1(=C(C=CC=C1)P(C1=C(C=CC=C1)C)C1=C(C=CC=C1)C)C Tri-o-tolyl-phosphin